C1=C2C(=CS1)C(C=1C(=CSC1)C2=O)=O benzo-[1,2-c:4,5-c']dithiophene-4,8-dione